O1[C@H](COCC1)CN1N=C2C3=C(CCC2=C1)OC(=C3C(F)(F)F)C(=O)NCCC=3C=NC=CC3 2-[(2S)-1,4-Dioxan-2-ylmethyl]-N-[2-(pyridin-3-yl)ethyl]-8-(trifluoromethyl)-4,5-dihydro-2H-furo[2,3-g]indazol-7-carboxamid